(1-(3,4-Dichlorophenyl)-1H-pyrrolo[2,3-b]pyridin-2-yl)(6-azaspiro[3.4]oct-6-yl)methanone ClC=1C=C(C=CC1Cl)N1C(=CC=2C1=NC=CC2)C(=O)N2CC1(CCC1)CC2